3,5-difluoro-4-[2-methyl-6-[3-(pentafluorosulfanyl)phenyl]imidazo[1,2-a]pyrazin-3-yl]phenol FC=1C=C(C=C(C1C1=C(N=C2N1C=C(N=C2)C2=CC(=CC=C2)S(F)(F)(F)(F)F)C)F)O